boron dihydroxy-phenol OC=1C(=C(C=CC1)O)O.[B]